FC1(CN(CC1(C)C)C=1C=2C(C=NC1)=NN(C2)C=2C(=NC(=NC2)OC)OC)F 4-(3,3-difluoro-4,4-dimethyl-pyrrolidin-1-yl)-2-(2,4-dimethoxypyrimidin-5-yl)pyrazolo[3,4-C]pyridine